7-{[2-(4-Chlorophenyl)imidazo[1,2-a]pyrimidin-3-yl]methyl}-3-oxa-7,9-diazabicyclo[3.3.1]nonan-Dihydrochlorid Cl.Cl.ClC1=CC=C(C=C1)C=1N=C2N(C=CC=N2)C1CN1CC2COCC(C1)N2